ethyl (2R,3S)-2-(benzamidomethyl)-3-(3-bromophenyl)-3-hydroxypropionate C(C1=CC=CC=C1)(=O)NC[C@@H](C(=O)OCC)[C@H](O)C1=CC(=CC=C1)Br